2-(6-(4-fluoro-1H-pyrazol-1-yl)pyridin-3-yl)acetamide FC=1C=NN(C1)C1=CC=C(C=N1)CC(=O)N